(E)-4-oxo-4-(1-(5-(trifluoromethyl)thiophen-2-yl)cyclobutoxy)but-2-enoic acid O=C(/C=C/C(=O)O)OC1(CCC1)C=1SC(=CC1)C(F)(F)F